N-(6-(2H-1,2,3-triazol-2-yl)-5-(trifluoromethyl)pyridin-3-yl)-5-chloro-2',4'-difluoro-2-(trifluoromethyl)-[1,1'-biphenyl]-4-carboxamide N=1N(N=CC1)C1=C(C=C(C=N1)NC(=O)C1=CC(=C(C=C1Cl)C1=C(C=C(C=C1)F)F)C(F)(F)F)C(F)(F)F